1-(7-((5-([1,2,4]triazolo[1,5-a]pyridin-6-yl)-4-methoxy-7H-pyrrolo[2,3-d]pyrimidin-2-yl)amino)-2-azaspiro[3.5]nonan-2-yl)ethan-1-one N=1C=NN2C1C=CC(=C2)C2=CNC=1N=C(N=C(C12)OC)NC1CCC2(CN(C2)C(C)=O)CC1